ClC1=CC=C2C(=N1)N=C(O2)N2CCN(CC2)C(=O)C=2C=NC(=C(C2)C)OCC2(C(C2)(F)F)C [4-(5-chlorooxazolo[4,5-b]pyridin-2-yl)piperazin-1-yl]-[6-[(2,2-difluoro-1-methyl-cyclopropyl)methoxy]-5-methyl-3-pyridyl]methanone